C1(CCCC1)CNC1=NC(=CC2=C1N=C(N=C2)NC2=C(C=C(C=C2)C2=NN=CN2C)NC(C#CC)=O)C N-(2-((8-((cyclopentylmethyl)amino)-6-methylpyrido[3,4-d]pyrimidin-2-yl)amino)-5-(4-methyl-4H-1,2,4-triazol-3-yl)phenyl)but-2-ynamide